(2S)-2-[(2S)-2-acetamido-3-(1-methyl-1H-imidazol-4-yl)propanamido]-5,5-dimethylhexanoic acid C(C)(=O)N[C@H](C(=O)N[C@H](C(=O)O)CCC(C)(C)C)CC=1N=CN(C1)C